C1(CCC1)CC=1C=NN2C1N(C(C1=C2CNC(C1)C)=O)C1=CC=C(C(=O)NC)C=C1 4-(3-(cyclobutylmethyl)-7-methyl-5-oxo-6,7,8,9-tetrahydropyrazolo[1,5-a]pyrido[4,3-e]pyrimidin-4(5H)-yl)-N-methylbenzamide